C(C)(C)(C)[Si](C)(C)OC1=CC(=CC2=CC(=CC=C12)B1OC(C(O1)(C)C)(C)C)OC tert-butyl-[[3-methoxy-6-(4,4,5,5-tetramethyl-1,3,2-dioxaborolan-2-yl)-1-naphthyl]oxy]-dimethylsilane